C1(C(CC(CC1)C(C)C)OCCOCCO)C 2-[(2-p-menthoxy)ethoxy]-ethanol